C(#CC)C=1C(=NC(NC1)=O)N C(5)-propynylcytosine